C(C=C)(=O)N1C[C@H](C[C@@H]1COC)N1N=C(C(=C1NC)C(=O)N)C#CC1=CC=2N(C=C1F)C=CN2 1-((3s,5r)-1-propenoyl-5-(methoxymethyl)pyrrolidin-3-yl)-3-((6-fluoroimidazo[1,2-a]pyridin-7-yl)ethynyl)-5-(methylamino)-1H-pyrazole-4-carboxamide